palladium (II) 2,2'-bipyridine-3,3'-dicarboxylic acid N1=C(C(=CC=C1)C(=O)O)C1=NC=CC=C1C(=O)O.[Pd+2]